(((9H-fluorene-9-yl)methoxy)carbonyl)-L-lysine C1=CC=CC=2C3=CC=CC=C3C(C12)COC(=O)N[C@@H](CCCCN)C(=O)O